BrCCOC1=C(C=C(C=C1)N1C(N(C(C1(C)C)=O)C=1C=C(C(=NC1)C#N)C(F)(F)F)=S)CC 5-(3-(4-(2-Bromoethoxy)-3-ethylphenyl)-4,4-dimethyl-5-oxo-2-thioxoimidazolidin-1-yl)-3-(trifluoromethyl)pyridinecarbonitrile